3-((4-(3,5-difluorophenyl)-6-(1H-pyrazol-1-yl)-1,3,5-triazin-2-yl)amino)propan-1-ol FC=1C=C(C=C(C1)F)C1=NC(=NC(=N1)N1N=CC=C1)NCCCO